5-amino-2-(4-bromo-1H-pyrazol-1-yl)-N-[(dimethylamino)methylene]pyridine-3-sulfonamide NC=1C=C(C(=NC1)N1N=CC(=C1)Br)S(=O)(=O)N=CN(C)C